4-((2-((4-fluorophenyl)amino)-1H-benzo[d]imidazol-1-yl)methyl)-N-(3-methoxypropyl)benzamide FC1=CC=C(C=C1)NC1=NC2=C(N1CC1=CC=C(C(=O)NCCCOC)C=C1)C=CC=C2